10-fluoro-9-(4-methylpiperazin-1-yl)pyrido[2,3-b]phenazine-5,12-dione FC=1C(=CC=C2N=C3C(C4=C(C(C3=NC12)=O)N=CC=C4)=O)N4CCN(CC4)C